OC(CCC(C)=O)CCC(CCCCO)O 5,8,12-trihydroxydodecanone